FC1=C(C=CC(=C1)F)CN1C=C2C(=CC1=O)C(CN2C(CN2[C@H](CN[C@@H](C2)C)CN2C[C@@H](OC[C@H]2C)C)=O)(C)C 6-[(2,4-difluorophenyl)methyl]-1-{2-[(2r,5r)-2-{[(2s,5r)-2,5-dimethylmorpholin-4-yl]methyl}-5-methylpiperazin-1-yl]acetyl}-3,3-dimethyl-1h,2h,3h,5h,6h-pyrrolo[2,3-c]pyridin-5-one